4-butyl-1,8-octanediamine C(CCC)C(CCCN)CCCCN